hydroperoxy-4,7,10,13,15,19-docosahexaenoic acid O(O)C(C(=O)O)CC=CCC=CCC=CCC=CC=CCCC=CCC